1-Methyl-2-(6-trifluoromethoxy-benzothiazol-2-ylamino)-1H-benzoimidazole-5-carboxylic acid [2-(2-methanesulfonylamino-ethoxy)-ethyl]-amide CS(=O)(=O)NCCOCCNC(=O)C1=CC2=C(N(C(=N2)NC=2SC3=C(N2)C=CC(=C3)OC(F)(F)F)C)C=C1